N12CC(C(CC1)CC2)CC(=O)O[C@H]2CC[C@@]1([C@H]3CC[C@@]4([C@H](CC[C@H]4[C@@H]3CC=C1C2)[C@H](C)CCCC(C)C)C)C (3S,8S,9S,10R,13R,14S,17R)-10,13-Dimethyl-17-((R)-6-methylheptan-2-yl)-2,3,4,7,8,9,10,11,12,13,14,15,16,17-tetradecahydro-1H-cyclopenta[a]phenanthren-3-yl 2-(quinuclidin-3-yl)acetate